N1C=C(C2=CC=CC=C12)CC(C(=O)NC1=C(C=CC=C1)C)NC(C(F)(F)F)=O 3-(1H-indol-3-yl)-N-(o-tolyl)-2-(2,2,2-trifluoroacetamido)propanamide